7-Hydroxy-3,4-dihydro-2H-chromen-2-on OC1=CC=C2CCC(OC2=C1)=O